3-methyl-2-[2-morpholino-7-(oxetan-3-yl)-[1,2,4]triazolo[1,5-a]pyrimidin-5-yl]-5-(trifluoromethyl)phenol CC=1C(=C(C=C(C1)C(F)(F)F)O)C1=NC=2N(C(=C1)C1COC1)N=C(N2)N2CCOCC2